3-(4-bromo-benzoyl)-2-(9-fluorenylmethoxycarbonylamino)-benzoic acid ethyl ester C(C)OC(C1=C(C(=CC=C1)C(C1=CC=C(C=C1)Br)=O)NC(=O)OCC1C2=CC=CC=C2C=2C=CC=CC12)=O